1,2,2,3,4,4-Hexamethylphosphetan-1-oxid CP1(C(C(C1(C)C)C)(C)C)=O